6-thioxanthone C1=CC=CC=2SC3=CC(C=CC3=CC12)=O